O1[C@H](CC1)CN (R)-oxetane-2-methylamine